C(C)(C)(C)OC(N(CCC1=CC=CC=C1)CCCBr)=O tert-Butyl-(3-bromopropyl)(phenethyl)carbamate